N-[(4-oxo-2,3-dihydro-1-benzopyran-2-yl)methyl]acetamide O=C1CC(OC2=C1C=CC=C2)CNC(C)=O